[N+](=O)([O-])C=1C(=NN(C1)C1COCCC1)OCCCO 3-((4-nitro-1-(tetrahydro-2H-pyran-3-yl)-1H-pyrazol-3-yl)oxy)propan-1-ol